4-(4-fluoro-3-(3-(4-methylpiperazin-1-yl)azetidine-1-carbonyl)benzyl)phthalazin-1(2H)-one FC1=C(C=C(CC2=NNC(C3=CC=CC=C23)=O)C=C1)C(=O)N1CC(C1)N1CCN(CC1)C